2,7-dibromo-9,10-dihydro-9,9-dimethylacridine BrC1=CC=2C(C3=CC(=CC=C3NC2C=C1)Br)(C)C